6-Amino-3-bromopyridine-2-carboxylic acid methyl ester COC(=O)C1=NC(=CC=C1Br)N